1-[4-[6-[(E)-but-2-enyl]-2-methyl-7-oxo-1H-pyrrolo[2,3-c]pyridin-4-yl]-2-chloro-benzoyl]piperidine-4-carboxamide C(\C=C\C)N1C(C2=C(C(=C1)C1=CC(=C(C(=O)N3CCC(CC3)C(=O)N)C=C1)Cl)C=C(N2)C)=O